N1(CCOCC1)C1=C(C(=O)O)C=C(C=C1)[N+](=O)[O-] 2-(4-morpholinyl)-5-nitrobenzoic acid